1,2-Bis(di-cyclohexylphosphino)ethan C1(CCCCC1)P(CCP(C1CCCCC1)C1CCCCC1)C1CCCCC1